NC/C(/COC1=CC=C(C=C1)S(=O)(=O)CC(CN1C(CCC1(C)C)=O)C)=C\F (E)-1-(3-((4-((2-(aminomethyl)-3-fluoroallyl)oxy)phenyl)sulfonyl)-2-methylpropyl)-5,5-dimethylpyrrolidin-2-one